C1CC12CC(CCC2)=O spiro[2.5]octan-5-one